IC1=CN([C@H]2C[C@H](O)[C@@H](CO)O2)C=2N=CN=C(C12)N 7-deaza-7-iodo-2'-deoxyadenosine